C(C)N1C[C@@H](CCC1)NC=1C(N(C(=NN1)C1=C(C=C(C#N)C=C1)O)C)=O 4-[6-[[(3R)-1-ethyl-3-piperidinyl]amino]-4-methyl-5-oxo-1,2,4-triazin-3-yl]-3-hydroxy-benzonitrile